COC(=O)N1C[C@@H](OCC1)CCC(=O)C1=C(C=C(C=C1F)C(=O)OC)F.FC1=C(C=CC=C1)NC(C1=CC=CC=C1)=S N-(2-fluorophenyl)thiobenzamide methyl-(S)-2-(3-(2,6-difluoro-4-(methoxycarbonyl)phenyl)-3-oxopropyl)morpholine-4-carboxylate